ClC=1C=CC=C2C=CC=C(C12)C1CC=2N=C(N=C(C2CO1)N1C[C@@H](NCC1)CC#N)OC[C@H]1N(CCC1)C 2-[(2S)-4-[7-(8-chloronaphthalen-1-yl)-2-{[(2S)-1-methylpyrrolidin-2-yl]methoxy}-5H,7H,8H-pyrano[4,3-d]pyrimidin-4-yl]piperazin-2-yl]acetonitrile